2-(2-chlorophenyl)-N-(1-propyl-4-sulfonylamino-1H-indazol-6-yl)acetamide ClC1=C(C=CC=C1)CC(=O)NC1=CC(=C2C=NN(C2=C1)CCC)N=S(=O)=O